[C@H]12[C@@H](C[C@H](C=C1)C2)CC(=O)NN2C(C1=CC=CC=C1C(=N2)C2CCC2)=O 2-[(1S,2S,4S)-bicyclo[2.2.1]hept-5-en-2-yl]-N-(4-cyclobutyl-1-oxophthalazin-2(1H)-yl)acetamide